2-(octadec-9-en-1-yloxy)ethan-1-ol C(CCCCCCCC=CCCCCCCCC)OCCO